FC1([C@H](CN(CC1)CC1=CN=CC2=CC=CC=C12)N)F (S)-4,4-difluoro-1-(isoquinolin-4-ylmethyl)piperidin-3-amine